2-((3,3-Dibutyl-7-fluoro-1,1-dioxido-5-phenyl-2,3,4,5-tetrahydro-1,5-benzothiazepin-8-yl)oxy)acetic acid methyl ester COC(COC1=CC2=C(N(CC(CS2(=O)=O)(CCCC)CCCC)C2=CC=CC=C2)C=C1F)=O